5-[(5-fluoro-2-pyridinyl)methoxy]-2-[6-oxo-1-(2-trimethylsilylethoxymethyl)pyridazin-3-yl]isoindolin-1-one FC=1C=CC(=NC1)COC=1C=C2CN(C(C2=CC1)=O)C1=NN(C(C=C1)=O)COCC[Si](C)(C)C